Tert-butyl (1-(6-(4-cyano-3-fluorophenyl)-4-hydroxypyridin-2-yl)piperidin-4-yl)carbamate C(#N)C1=C(C=C(C=C1)C1=CC(=CC(=N1)N1CCC(CC1)NC(OC(C)(C)C)=O)O)F